ClC=1C=C2C(=NC(=NC2=C(C1C1=CC(=CC2=CC=CC=C12)O)F)O[C@@H](C=O)C)N1C[C@@H](NCC1)CC#N 2-[(2S)-4-[6-chloro-8-fluoro-7-(3-hydroxy-1-naphthyl)-2-[(1R)-1-methyl-2-oxo-ethoxy]quinazolin-4-yl]piperazin-2-yl]acetonitrile